1,7-heptanediol diacrylate C(C=C)(=O)OCCCCCCCOC(C=C)=O